COC1=CC=C(CN2N=C(N=N2)N(C([O-])=O)C(C)CS(=O)(=O)C2=CC=CC=C2)C=C1 2-(4-methoxybenzyl)-2H-tetrazol-5-yl(phenylsulfonyl)propan-2-ylcarbamate